2-(5-methylisoxazol-3-yl)morpholine CC1=CC(=NO1)C1CNCCO1